3-chloro-5-methyl-6,7-dihydro-5H-cyclopenta[b]pyridin-5-ol ClC=1C=C2C(=NC1)CCC2(O)C